Racemic-ethyl-3-(4-{2-[2-(2-ethoxyethoxy)ethoxy]ethoxy}phenyl)-2-(1,4,7,10-tetraazacyclododecan-1-yl)propanoate C(C)OC([C@@H](CC1=CC=C(C=C1)OCCOCCOCCOCC)N1CCNCCNCCNCC1)=O |r|